FC=1C(=CC=2C3=C(C=NC2C1)N(C(N3C(C)C)=O)C)C=3C(=NC(=CC3)OCCCN3CCCC3)F 7-fluoro-8-[2-fluoro-6-(3-pyrrolidin-1-ylpropoxy)-3-pyridyl]-1-isopropyl-3-methyl-imidazo[4,5-c]quinolin-2-one